lithium boranuide [BH4-].[Li+]